3-(3-aminopropyl-amino)propyl-trimethoxysilane NCCCNCCC[Si](OC)(OC)OC